ClCC=1C(=NC(=CC1)C1=NN(C=C1)C1OCCCC1)OC 3-(chloromethyl)-2-methoxy-6-(1-(tetrahydro-2H-pyran-2-yl)-1H-pyrazol-3-yl)pyridine